(1S)-1-(2-pyridinyl)ethylamine N1=C(C=CC=C1)[C@H](C)N